FC1=CC=C(C=C1)S(=O)(=O)NCCNC1=NC=CC(=N1)C1=C(N=C2SC=CN21)C2=CC=CC=C2 4-fluoro-N-(2-((4-(6-phenylimidazo[2,1-b]thiazol-5-yl)pyrimidin-2-yl)amino)ethyl)benzenesulfonamide